ClC1=CC=C(C=C1)OCC 4-chloro-1-ethoxybenzene